NCC(=O)NCC[C@@H](C(=O)NC1=CC(=C(C=C1)Cl)C)NC(=O)[C@H]1N(CC2=CC=CC=C2C1)C(CCC(N1CCCCC1)=O)=O (S)-N-((S)-4-(2-aminoacetamido)-1-((4-chloro-3-methylphenyl)amino)-1-oxobutan-2-yl)-2-(4-oxo-4-(piperidin-1-yl)butanoyl)-1,2,3,4-tetrahydroisoquinoline-3-carboxamide